C(C)(C)C1=NC(=CC=C1B(O)O)OC 2-ISOPROPYL-6-METHOXYPYRIDIN-3-YLBORONIC ACID